(S)-N-(8-fluoro-2-methylimidazo[1,2-a]pyridin-6-yl)-5-(methyl-(4-azaspiro[2.5]octane-7-yl)amino)pyrazine-2-carboxamide FC=1C=2N(C=C(C1)NC(=O)C1=NC=C(N=C1)N([C@H]1CCNC3(CC3)C1)C)C=C(N2)C